ClC1=CC=C(C=C1)/C=C/C(=O)C1=C(C=C(C=C1)C)O (E)-3-(4-Chlorophenyl)-1-(2-hydroxy-4-methylphenyl)prop-2-en-1-one